C[N+](CCCCCCCCCCCCCCCC)(C)CC(CS(=O)(=O)[O-])O.C(C)(C)C1=C(C(=CC=C1)C(C)C)NC(=O)NS(=O)(=O)C=CC1N(CCC1)CC N-((2,6-diisopropylphenyl)carbamoyl)-2-(1-ethylpyrrolidin-2-yl)ethenesulfonamide 3-(N,N-dimethyl-N-hexadecylammonio)-2-hydroxy-propane-1-sulfonate